21-[4-[2,6-bis(diethylamino)-4-pyrimidinyl]-1-piperazinyl]-17α-hydroxypregna-1,4,9(11)-triene-3,20-dione C(C)N(C1=NC(=CC(=N1)N1CCN(CC1)CC([C@]1(CC[C@H]2[C@@H]3CCC4=CC(C=C[C@]4(C)C3=CC[C@]12C)=O)O)=O)N(CC)CC)CC